FC=1C=C(OC2CN(C2)C2=NC=NC3=C2SC=2N=NC(=C(C23)C)C)C=CC1 8-(3-(3-fluorophenoxy)azetidin-1-yl)-3,4-dimethylpyrimidino[4',5':4,5]thieno[2,3-c]pyridazine